5-amino-3-[2-(1-cyclopropyl-6-fluoro-1,3-benzodiazol-5-yl)ethynyl]-1-[(3S,5r)-5-[(1S)-1-hydroxyethyl]-1-(prop-2-enoyl)pyrrolidin-3-yl]pyrazole-4-carboxamide NC1=C(C(=NN1[C@@H]1CN([C@H](C1)[C@H](C)O)C(C=C)=O)C#CC1=CC2=C(N(C=N2)C2CC2)C=C1F)C(=O)N